BrC1=C(C2=C(N(C(=C2C(C)C)C=2C=C(C=3N(C2)N=CN3)C)C(=O)OC(C)(C)C)S1)CO[Si](C(C)C)(C(C)C)C(C)C tert-butyl 2-bromo-4-isopropyl-5-(8-methyl-[1,2,4]triazolo[1,5-a]pyridin-6-yl)-3-(((triisopropylsilyl)oxy)methyl)-6H-thieno[2,3-b]pyrrole-6-carboxylate